ClC=1C=C(C=CC1Cl)C=1N=C(SC1CC(C)C)NC1=C(C#N)C=CC=C1 2-(4-(3,4-dichlorophenyl)-5-isobutylthiazol-2-ylamino)benzonitrile